2-(2-oxo-5-(phenylamino)-1,2-dihydropyridin-3-yl)benzamide O=C1NC=C(C=C1C1=C(C(=O)N)C=CC=C1)NC1=CC=CC=C1